2,3-bis(((9Z,12Z)-octadeca-9,12-dien-1-yl)oxy)propyl 2-(2-methyl-3-oxocyclopentyl)acetate CC1C(CCC1=O)CC(=O)OCC(COCCCCCCCC\C=C/C\C=C/CCCCC)OCCCCCCCC\C=C/C\C=C/CCCCC